anilinephthalic acid N(C1=CC=CC=C1)C=1C=CC=C(C1C(=O)O)C(=O)O